4-[4-(2-Methoxyethoxy)phenyl]-2-(3-pyridylmethylthio)-pyridine-3,5-dicarbonitrile COCCOC1=CC=C(C=C1)C1=C(C(=NC=C1C#N)SCC=1C=NC=CC1)C#N